diazanaphthalene-1-carboxylate C1(=NN=CC2=CC=CC=C12)C(=O)[O-]